N(=C=O)C(CCC(CCCC)CN=C=O)N=C=O Diisocyanato-4-isocyanatomethyloctane